(5aR,6S,6aS)-3-((1,1,2-trimethyl-3-(2-(trifluoromethyl)phenyl)isoindolin-5-yl)methoxy)-5,5a,6,6a-tetrahydrocyclopropa[4,5]cyclopenta[1,2-c]pyridine-6-carboxylic acid CC1(N(C(C2=CC(=CC=C12)COC1=CC2=C(C=N1)[C@H]1[C@@H](C2)[C@@H]1C(=O)O)C1=C(C=CC=C1)C(F)(F)F)C)C